BrC1=C2CCC3(C(C2=CC=C1)=O)CCCC3 5'-bromo-3',4'-dihydrospiro[cyclopentane-1,2'-naphthalene]-1'-one